CN1N=CC2=CC=C(C(=C12)B1OC(C(O1)(C)C)(C)C)C 1,6-dimethyl-7-(4,4,5,5-tetramethyl-1,3,2-dioxaborolan-2-yl)indazole